ClC1=NC(=CC(=C1)C1(CC(C1)C)C(=O)NNC(=O)OC(C)(C)C)Cl tert-butyl 2-(1-(2,6-dichloropyridin-4-yl)-3-methylcyclobutane-1-carbonyl)hydrazine-1-carboxylate